CN(CCO)CCCOC=1C=CC(=NC1)C1=NC=CC(=C1)C1=NOC(=N1)C(F)(F)F 2-(Methyl(3-((4'-(5-(trifluoromethyl)-1,2,4-oxadiazol-3-yl)-[2,2'-bipyridin]-5-yl)oxy)propyl)amino)ethan-1-ol